NC1=CC=C(C=C1)S(=O)(=O)NCCOCCOCCOCCOCCOCCOCCO 4-amino-N-(20-hydroxy-3,6,9,12,15,18-hexaoxaicosyl)benzenesulfonamide